C(C)N(S(=O)(=O)C1=CC=CC=C1)CC N,N-diethyl-benzenesulfonamide